1-Ethyl-4-butylpiperidinium fluorid [F-].C(C)[NH+]1CCC(CC1)CCCC